(E)-N-(4-(1-(4-(1-(7-((2-(2,6-dioxopiperidin-3-yl)-1-oxoisoindoline-5-yl)thio)heptyl)piperidin-4-yl)benzoyl)piperidin-4-yl)butyl)-3-(pyridin-3-yl)acrylamide O=C1NC(CCC1N1C(C2=CC=C(C=C2C1)SCCCCCCCN1CCC(CC1)C1=CC=C(C(=O)N2CCC(CC2)CCCCNC(\C=C\C=2C=NC=CC2)=O)C=C1)=O)=O